2-benzylaminoacetic acid C(C1=CC=CC=C1)NCC(=O)O